N1N=C(C=C1)C1=NC(=NO1)C1(CC1)C1=C(C=CC=C1)C 5-(1H-pyrazol-3-yl)-3-(1-(o-tolyl)cyclopropyl)-1,2,4-oxadiazole